di(2,4,6-triisopropylphenyl)(4-vinylphenyl)phosphorus C(C)(C)C1=C(C(=CC(=C1)C(C)C)C(C)C)P(C1=CC=C(C=C1)C=C)C1=C(C=C(C=C1C(C)C)C(C)C)C(C)C